Ethyl 2-methyl-2-(2-methyl-4-((5-oxo-4-(p-tolyl)-4,5-dihydro-1H-1,2,4-triazol-1-yl)methyl)phenoxy)-propionate CC(C(=O)OCC)(C)OC1=C(C=C(C=C1)CN1N=CN(C1=O)C1=CC=C(C=C1)C)C